2-(2-pyridyl)-4H-pyrrolo[2,3-d]thiazole-5-carboxylic acid N1=C(C=CC=C1)C=1SC2=C(N1)NC(=C2)C(=O)O